methyl-2-(2-morpholinoethoxy)-N-(3-phenylprop-2-yn-1-yl)-1H-imidazole-1-carboxamide CC=1N=C(N(C1)C(=O)NCC#CC1=CC=CC=C1)OCCN1CCOCC1